NC1=C(C=NC=C1)NC(CNC(OC(C)(C)C)=O)=O tert-butyl (2-((4-aminopyridin-3-yl)amino)-2-oxoethyl)carbamate